5-ethyl-4-(8-fluoro-2-((1-(morpholinomethyl)cyclopropyl)methoxy)-4-(1,4-oxazepan-4-yl)pyrido[4,3-d]pyrimidin-7-yl)naphthalen-2-ol C(C)C1=C2C(=CC(=CC2=CC=C1)O)C1=C(C=2N=C(N=C(C2C=N1)N1CCOCCC1)OCC1(CC1)CN1CCOCC1)F